C1(=CC(=CC2=CC=CC=C12)S(=O)(=O)O)S(=O)(=O)O 1,3-naphthalenedisulfonic acid